octyl 2-(4-methoxyphenyl)-3-(3,5-dimethoxyphenyl)-6-methoxy-4-benzofurancarboxylate COC1=CC=C(C=C1)C=1OC=2C(C1C1=CC(=CC(=C1)OC)OC)=C(C=C(C2)OC)C(=O)OCCCCCCCC